C(C=C)SC(C(=O)C=1SC=CC1)C 2-allylthio-1-(thiophene-2-yl)propane-1-one